3,3,3-trifluoro-2-methoxy-2-phenylpropanamide FC(C(C(=O)N)(C1=CC=CC=C1)OC)(F)F